(S)-4'-(difluoromethyl)-2-(3-methylmorpholino)-6-morpholino-[4,5'-bipyrimidin]-2'-amine FC(C1=NC(=NC=C1C1=NC(=NC(=C1)N1CCOCC1)N1[C@H](COCC1)C)N)F